C(C)(=O)N1[C@@H]2[C@@H](N(C[C@H]1CC2)S(=O)(=O)C=2C=NC(=CC2)OC2=CC=C(C=C2)OC(C)C)C(=O)NO (1S,2R,5R)-8-acetyl-N-hydroxy-3-((6-(4-isopropoxyphenoxy)-pyridin-3-yl)-sulfonyl)-3,8-diazabicyclo-[3.2.1]octane-2-carboxamide